FC1=CC(=CC2=C1[C@H](CCO2)C2=C1C[C@H]([C@H](C1=C(C=C2)S(=O)(=O)C(F)(F)F)O)F)F (1S,2R)-4-[(4R)-5,7-difluoro-3,4-dihydro-2H-1-benzopyran-4-yl]-2-fluoro-7-trifluoromethanesulfonyl-2,3-dihydro-1H-inden-1-ol